FC(CCCCCCCCCCCCCCCC[C@H](CO)OCC=1C=C(C#N)C=C(C1)F)F (R)-3-(((19,19-difluoro-1-hydroxynonadecan-2-yl)oxy)methyl)-5-fluorobenzonitrile